[6-(difluoromethyl)imidazo[1,2-a]pyrazin-3-yl]-N-[(3S,4S)-4-fluoropyrrolidin-3-yl]pyridin-2-amine FC(C=1N=CC=2N(C1)C(=CN2)C=2C(=NC=CC2)N[C@H]2CNC[C@@H]2F)F